C(C)(C)(C)OC(NC1CC(C1)OC1=CC(=C(C=C1)F)OC(F)F)=O ((1r,3r)-3-(3-(difluoromethoxy)-4-fluorophenoxy)cyclobutyl)carbamic acid tert-butyl ester